COC=1C=C(C=C(C1)C(NCCOC)=O)NC=1OC(=CN1)C1=CC=C(C(=O)OC)C=C1 methyl 4-(2-((3-methoxy-5-((2-methoxyethyl)carbamoyl)phenyl)amino)oxazol-5-yl)benzoate